Methyl ((S)-1-((R)-7-(((S)-6,6-difluoro-1-(methylamino)-1,2-dioxoheptan-3-yl)carbamoyl)-6-azaspiro[3.4]octan-6-yl)-3,3-dimethyl-1-oxobutan-2-yl)carbamate FC(CC[C@@H](C(C(=O)NC)=O)NC(=O)[C@@H]1N(CC2(CCC2)C1)C([C@H](C(C)(C)C)NC(OC)=O)=O)(C)F